3,5-dimethyl-piperazine-1-carboxylic acid tert-butyl ester C(C)(C)(C)OC(=O)N1CC(NC(C1)C)C